COC1=C(C=C2C(=CC=NC2=C1)OC1=CC2=CC=CC(=C2C=C1)C(NC=1SC=C(N1)C)=O)C(=O)N 7-methoxy-4-((5-((4-methylthiazol-2-yl)carbamoyl)naphthalen-2-yl)oxy)quinoline-6-carboxamide